C(C#C)OCCOCCOCCOCCN1N=CC=C1C(=O)O 2-[2-[2-[2-(2-prop-2-ynoxyethoxy)ethoxy]ethoxy]ethyl]pyrazole-3-carboxylic acid